N-[1-(4-{[(2-chlorophenyl)acetyl]amino}-2-sulfamoylphenyl)-1H-pyrazol-4-yl]-3,3,3-trifluoropropanamide ClC1=C(C=CC=C1)CC(=O)NC1=CC(=C(C=C1)N1N=CC(=C1)NC(CC(F)(F)F)=O)S(N)(=O)=O